C1(=CC=CC=C1)P(CCCBr)(C1=CC=CC=C1)C1=CC=CC=C1 triphenyl-(3-bromopropyl)phosphine